FC(OCC12CNCC(CC1)N2C(=O)OC(C)(C)C)F tert-butyl 1-((difluoromethoxy)methyl)-3,8-diazabicyclo[3.2.1]octan-8-carboxylate